4-(N,N-diethylamino)benzaldehyde C(C)N(CC)C1=CC=C(C=O)C=C1